7-(2-methylindolin-1-yl)-N-tetrahydropyran-4-yl-thiazolo[5,4-d]pyrimidine-2-carboxamide CC1N(C2=CC=CC=C2C1)C=1C2=C(N=CN1)SC(=N2)C(=O)NC2CCOCC2